OC(C(C1=CC=C(C=C1)OCC(CCC)C)NC(=O)C1(COC1)C1=CC=CC=C1)(C)C N-((7R)-2-hydroxy-2-methyl-1-(4-((2-methylpentyl)oxy)phenyl)propyl)-3-phenyloxetane-3-carboxamide